SC(CC(C)O)(C)C 4-mercapto-4-methyl-pentan-2-ol